4-(benzylamino)-N-methyl-3-vinyl-benzenesulfonamide C(C1=CC=CC=C1)NC1=C(C=C(C=C1)S(=O)(=O)NC)C=C